C(\C=C\C(=O)OC)(=O)OC dimethyl (E)-butene-dioate